ClC1=C(C=CC=C1Cl)C1=NN=C2SCC(=NN21)C(C)C 3-(2,3-dichlorophenyl)-6-isopropyl-7H-[1,2,4]triazolo[3,4-b][1,3,4]thiadiazine